BrC\C(=C/CCl)\C1=CC=C(C=C1)C(C)(C)C (Z)-1-(1-bromo-4-chlorobut-2-en-2-yl)-4-(tert-butyl)benzene